7-((4-cyanobenzyl)oxy)-4-trifluoromethyl-2H-1-benzopyran-2-one C(#N)C1=CC=C(COC2=CC3=C(C(=CC(O3)=O)C(F)(F)F)C=C2)C=C1